ClC=1C=NN(C1C(=O)NC1=NC=C(C=C1C)C#CC1=CC=C(C=C1)F)C[C@H]1[C@@H](CN(CC1)C(C(C)C)=O)F 4-chloro-1-(((3S,4S)-3-fluoro-1-isobutyrylpiperidin-4-yl)methyl)-N-(5-((4-fluorophenyl)ethynyl)-3-methylpyridin-2-yl)-1H-pyrazole-5-carboxamide